FC(C1=CC=C(C=C1)NC(=O)N1[C@H](CCC1)C(=O)NC=1C=C2C=CC(=CC2=CC1)C(=O)O)(F)F 6-[(1-{[4-(trifluoromethyl)phenyl]carbamoyl}-D-prolyl)amino]naphthalene-2-carboxylic acid